O=C1C(=NC=CN1C1=CC(=C(C=C1)F)F)C(=O)N 3-oxo-4-(3,4-difluorophenyl)-3,4-dihydropyrazine-2-carboxamide